7-amino-6-cyclopropyl-2,3-dihydro-1H-indene-4-carbonitrile NC1=C(C=C(C=2CCCC12)C#N)C1CC1